C1=CNC(=O)NC1=O The molecule is a common and naturally occurring pyrimidine nucleobase in which the pyrimidine ring is substituted with two oxo groups at positions 2 and 4. Found in RNA, it base pairs with adenine and replaces thymine during DNA transcription. It has a role as a prodrug, a human metabolite, a Daphnia magna metabolite, a Saccharomyces cerevisiae metabolite, an Escherichia coli metabolite, a mouse metabolite and an allergen. It is a pyrimidine nucleobase and a pyrimidone. It is a tautomer of a (4S)-4-hydroxy-3,4-dihydropyrimidin-2(1H)-one.